2-((S)-1-acryloyl-4-(6-((R)-1,2-dihydroacenaphthylen-1-yl)-2-((1-methylpiperidin-4-yl)oxy)-6,7-dihydro-5H-pyrrolo[3,4-d]pyrimidin-4-yl)piperazin-2-yl)acetonitrile C(C=C)(=O)N1[C@H](CN(CC1)C=1C2=C(N=C(N1)OC1CCN(CC1)C)CN(C2)[C@@H]2CC1=CC=CC3=CC=CC2=C13)CC#N